methyl (S)-1-(2-chloro-5-fluoropyrimidin-4-yl)piperidine-3-carboxylate ClC1=NC=C(C(=N1)N1C[C@H](CCC1)C(=O)OC)F